Phosphoroyl tribromide P(=O)(Br)(Br)Br